FC(CN(CCC(C(=O)O)NC1=NC(=NC=C1)C(F)(F)F)CCCCC1=NC=2NCCCC2C=C1)COC 4-((2-fluoro-3-methoxypropyl)(4-(5,6,7,8-tetrahydro-1,8-naphthyridin-2-yl)butyl)amino)-2-((2-(trifluoromethyl)pyrimidin-4-yl)amino)butanoic acid